N1N=CC(=C1)C1=NC2=CC=C3C(=C2C=2CCC(CC12)N1C(C2=CC=CC=C2C1=O)=O)C=NN3 2-(7-(1H-pyrazol-4-yl)-8,9,10,11-tetrahydro-3H-pyrazolo[4,3-a]phenanthridin-9-yl)isoindoline-1,3-dione